methyl 4-(2-chloro-4-fluorophenyl)-2-phenyl-6-((prop-2-yn-1-yloxy)methyl)-1,4-dihydropyrimidine-5-carboxylate ClC1=C(C=CC(=C1)F)C1N=C(NC(=C1C(=O)OC)COCC#C)C1=CC=CC=C1